NC1=NC(=CC(=N1)N1CCC2(C[C@H](NC2)C(=O)O)CC1)O[C@@H](C(F)(F)F)C1=C(C=C(C=C1)C1=CC=C(C=C1)OCC(C)C)N1N=C(C=C1)C (S)-8-(2-amino-6-((R)-2,2,2-trifluoro-1-(4'-isobutoxy-3-(3-methyl-1H-pyrazol-1-yl)-[1,1'-biphenyl]-4-yl)ethoxy)pyrimidin-4-yl)-2,8-diazaspiro[4.5]decane-3-carboxylic acid